CC1(C(C(CC1)C=O)=O)C 3,3-dimethyl-2-oxocyclopentane-1-carbaldehyde